(1r,4r)-4-(2-(2-Fluoro-5-isopropyl-8-oxothieno[2',3':4,5]pyrrolo[1,2-d][1,2,4]triazin-7(8H)-yl)acetamido)cyclohexan FC1=CC2=C(C=C3N2C(=NN(C3=O)CC(=O)NC3CCCCC3)C(C)C)S1